ethyl 7-cyclobutyl-8-(cyclobutylcarbamoyl)-2-methoxyquinoline-3-carboxylate C1(CCC1)C1=CC=C2C=C(C(=NC2=C1C(NC1CCC1)=O)OC)C(=O)OCC